C1(=CC=CC=C1)P(C(C1=C(C=C(C=C1C)C)C)=O)(C1=CC=CC=C1)=O Diphenyl-(2,4,6-trimethylbenzoyl)-phosphorus oxide